FC(C(=O)O)(F)F.CC(C)NC1CC=2N(C3=C(C1)C=C(C=C3)C#N)C(=NN2)[C@@H]2CC[C@H](CC2)OC2=NC=CC=C2 5-(prop-2-ylamino)-1-[trans-4-(pyridin-2-yloxy)cyclohexyl]-5,6-dihydro-4H-[1,2,4]triazolo[4,3-a][1]benzazepine-8-carbonitrile trifluoroacetic acid salt